FC1=CC=C(C=C1)C(C1CCN(CC1)CCC1=C(N=C2N(C1=O)C=CC=C2)C)O 3-(2-(4-((4-fluorophenyl)(hydroxy)methyl)piperidin-1-yl)ethyl)-2-methyl-4H-pyrido[1,2-a]pyrimidin-4-one